C(C)(C)(C)OC(=O)N1C(CCCCC1)C1=C(C=CC=C1)COCC=C (2-((allyloxy)methyl)phenyl)azepane-1-carboxylic acid tert-butyl ester